methyl 2-({[3-(8-{[(3S,4R)-3-fluoro-1-methylpiperidin-4-yl]amino}-3-[(trifluoromethyl)sulfanyl] indolizin-2-yl)-1,2,4-oxadiazol-5-yl]methyl}amino)pyrimidine-5-carboxylate F[C@H]1CN(CC[C@H]1NC1=CC=CN2C(=C(C=C12)C1=NOC(=N1)CNC1=NC=C(C=N1)C(=O)OC)SC(F)(F)F)C